O=C(C(=O)OCC)CC(C1=CN=NC=C1)=O ethyl 2,4-dioxo-4-pyridazin-4-yl-butanoate